2-[4-hydroxy-1-[5-(4,4,5,5-tetramethyl-1,3,2-dioxaborolan-2-yl)-2-pyridinyl]-4-piperidinyl]acetic acid tert-butyl ester C(C)(C)(C)OC(CC1(CCN(CC1)C1=NC=C(C=C1)B1OC(C(O1)(C)C)(C)C)O)=O